C(C)(=O)N1CC2(C1)CC(C2)N2N=CC(=C2C(=O)NC2=NC=C(C=C2F)C#CC2=CC=CC=C2)Cl 1-(2-acetyl-2-azaspiro[3.3]heptan-6-yl)-4-chloro-N-(3-fluoro-5-(phenylethynyl)pyridin-2-yl)-1H-pyrazole-5-carboxamide